S(=O)(=O)(O)CN[C@@H](CCC(=O)O)C(=O)O sulfomethyl-glutamic acid